2-ethyl-4-[[3-(3-methylsulfanyl-1H-pyrazol-4-yl)imidazo[1,2-a]pyrazin-8-yl]amino]benzoic acid C(C)C1=C(C(=O)O)C=CC(=C1)NC=1C=2N(C=CN1)C(=CN2)C=2C(=NNC2)SC